Cl.COC(=O)C=1C=C2/C(/C(NC2=CC1)=O)=C\1/NC2=CC=CC=C2/C1=N\OCCN.C(OCC)COCC 2,2'-(ethylenedioxy)diethane Methyl-(2Z,3E)-3-((2-aminoethoxy)imino)-2'-oxo-[2,3'-biindolinylidene]-5'-carboxylate hydrochloride